3,3',4,4'-Tetraaminodiphenylether C1=CC(=C(C=C1OC2=CC(=C(C=C2)N)N)N)N